ClC=1C(=C(C=CC1)NC=1C2=C(NC1C1=CC=NC3=CC(=C(N=C13)OC)OC)CCOC2=O)OC 3-[(3-chloro-2-methoxyphenyl)amino]-2-(6,7-dimethoxy-1,5-naphthyridin-4-yl)-1H,6H,7H-pyrano[4,3-b]pyrrol-4-one